C(=C)N1C(OCC1=O)=O N-vinyl-oxazolidinedione